FC1=CC(=C(C=C1C1=NC(=NC=C1)N1C[C@H](OCC1)C)NC(=O)C1=CNC(C=C1C(F)(F)F)=O)N1C[C@@H](N([C@@H](C1)C)C)C |r| N-[4-fluoro-5-[2-[rac-(2R)-2-methylmorpholin-4-yl]pyrimidin-4-yl]-2-[rac-(3S,5R)-3,4,5-trimethylpiperazin-1-yl]phenyl]-6-oxo-4-(trifluoromethyl)-1H-pyridine-3-carboxamide